(Z)-((2-(N-((4-amino-2-methylpyrimidin-5-yl)methyl)formamido)-5-hydroxypent-2-en-3-yl)thio)methyl 2,2,2-triphenylacetate C1(=CC=CC=C1)C(C(=O)OCS\C(=C(\C)/N(C=O)CC=1C(=NC(=NC1)C)N)\CCO)(C1=CC=CC=C1)C1=CC=CC=C1